ethyl 2-[(2,6-dichloro-5-fluoropyridin-3-yl) carbonyl]-3-ethoxyacrylate ClC1=NC(=C(C=C1C(=O)C(C(=O)OCC)=COCC)F)Cl